C1OCC12CN(C2)CCCCCN2C1=CC=C(C=C1OC=1C=C(C=CC21)C=2C=C1C=NNC1=CC2)C=2C=C1C=NNC1=CC2 10-(5-(2-oxa-6-azaspiro[3.3]heptan-6-yl)pentyl)-3,7-di(1H-indazol-5-yl)-10H-phenoxazine